C1=CC=CC=2C3=CC=CC=C3C(C12)COC(=O)N([C@H](C(=O)O)CCC(C)C)C (2S)-2-[9H-fluoren-9-ylmethoxycarbonyl-(methyl)amino]-5-methylhexanoic acid